N-(3-fluoro-5-(trifluoromethyl)benzyl)-3-iodopyrazolo[1,5-a]pyrimidin-5-amine FC=1C=C(CNC2=NC=3N(C=C2)N=CC3I)C=C(C1)C(F)(F)F